2-Chloro-N4-(pent-4-ynyl)pyridine-3,4-diamine ClC1=NC=CC(=C1N)NCCCC#C